C(C)OC(=O)C=1C=NC2=CC(=C(C=C2C1N1CCN(CCC1)S(NC(=O)OC(C)(C)C)(=O)=O)OC)OC 4-(4-(N-(tert-butoxycarbonyl)sulfamoyl)-1,4-diazepan-1-yl)-6,7-dimethoxyquinoline-3-carboxylic acid ethyl ester